3-(4-chlorophenyl)-2-[(5-chloropyridin-2-yl)methyl]-3-{[1-(hydroxymethyl)cyclopropyl]methoxy}-6-(prop-1-en-2-yl)-2,3-dihydro-1H-isoindol-1-one ClC1=CC=C(C=C1)C1(N(C(C2=CC(=CC=C12)C(=C)C)=O)CC1=NC=C(C=C1)Cl)OCC1(CC1)CO